(7R,14R)-1-(difluoromethoxy)-11-((5-(dimethylphosphoryl)thiophen-2-yl)ethynyl)-6-(methyl-d3)-6,7-dihydro-7,14-methanobenzo[f]benzo[4,5]imidazo[1,2-a][1,4]diazocin-5(14H)-one FC(OC1=CC=CC=2C(N([C@H]3C=4N([C@@H](C21)C3)C3=C(N4)C=CC(=C3)C#CC=3SC(=CC3)P(=O)(C)C)C([2H])([2H])[2H])=O)F